FC(C=1C=CC=2N(N1)C(=CN2)C2=CC(=NC=C2)N2CC(OCC2)C=2C=NNC2)F 4-(4-(6-(difluoromethyl)imidazo[1,2-b]pyridazin-3-yl)pyridin-2-yl)-2-(1H-pyrazol-4-yl)morpholine